(S)-2-((6-((4-cyano-2-fluorobenzyl)oxy)-2'-oxo-[2,4'-bipyridyl]-1'(2'H)-yl)methyl)-7-fluoro-1-(oxetan-2-ylmethyl)-1H-benzo[d]imidazole-6-carboxylic acid ethyl ester C(C)OC(=O)C=1C=CC2=C(N(C(=N2)CN2C(C=C(C=C2)C2=NC(=CC=C2)OCC2=C(C=C(C=C2)C#N)F)=O)C[C@H]2OCC2)C1F